ClC1=CC=C(C=N1)C[N+]1=C2N(C(C(=C1)C1=CN(C3=CC=CC=C13)CCC#N)=O)C=CC=C2 1-((6-chloropyridin-3-yl)methyl)-3-(1-(2-cyanoethyl)-1H-indol-3-yl)-4-oxo-4H-pyrido[1,2-a]pyrimidinium